N-(2-aminophenyl)-10-((6-(5-((2,4-difluorophenyl)sulfonylamino)-6-methoxypyridin-3-yl)-4-methylquinazolin-8-yl)oxy)decanoamide NC1=C(C=CC=C1)NC(CCCCCCCCCOC=1C=C(C=C2C(=NC=NC12)C)C=1C=NC(=C(C1)NS(=O)(=O)C1=C(C=C(C=C1)F)F)OC)=O